ClC1=CC=CC=2SC(=C(C21)C2=NC1=C(N2)C(=C(C=C1)C(=O)O)OC)C(=O)OCC 2-(4-chloro-2-(ethoxycarbonyl)benzo[b]thiophen-3-yl)-7-methoxy-1H-benzo[d]imidazole-6-carboxylic acid